FC(CCCCS(=O)(=O)[O-])F difluoroamyl-sulfonate